4-amino-7-cyclopropyl-5-methoxy-1-(pyridin-3-yl)quinazolin-2(1H)-one NC1=NC(N(C2=CC(=CC(=C12)OC)C1CC1)C=1C=NC=CC1)=O